C1(=CC=CC=C1)SC[C@@H](CCN1CCN(CC1)C(=O)OCC(Cl)(Cl)Cl)NC1=C(C=C(C=C1)S(=O)(=O)N)S(=O)(=O)C(F)(F)F 2,2,2-trichloroethyl (R)-4-(4-(phenylthio)-3-((4-aminosulfonyl-2-((trifluoromethyl)sulfonyl)phenyl)amino)butyl)piperazine-1-carboxylate